1-ethyl-4-hydroxy-3-(2,2,2-trifluoroethane-1-one-1-yl)benzo[h]quinoline C(C)N1CC(=C(C2=CC=C3C(=C12)C=CC=C3)O)C(C(F)(F)F)=O